[N+](=O)([O-])[O-].C[C@@]12CC[C@H]3[C@@H](CC[C@H]4[C@H](C(O[C@@H]([C@@]34OO1)O2)NCCCC[N+](C)(C)C)C)C (4-{[(1S,4S,5R,8S,9R,12R,13R)-1,5,9-trimethyl-11,14,15,16-tetraoxatetracyclo[10.3.1.04,13.08,13]hexadecan-10-yl]amino}butyl)trimethylammonium nitrate